1-(5-(4-((1-(2,6-Dimethoxy-4-(2-methyl-1-oxo-1,2-dihydro-2,7-naphthyridin-4-yl)benzyl)piperidin-4-yl)oxy)piperidine-1-carbonyl)-2-methoxyphenyl)dihydropyrimidine-2,4(1H,3H)-dione COC1=C(CN2CCC(CC2)OC2CCN(CC2)C(=O)C=2C=CC(=C(C2)N2C(NC(CC2)=O)=O)OC)C(=CC(=C1)C1=CN(C(C2=CN=CC=C12)=O)C)OC